O-allyl carbonisothiocyanatidate C(OCC=C)(=O)N=C=S